[N+](=O)([O-])C=1N=NN(C1)C1CCN(CC1)C(=O)OC(C)(C)C tert-butyl 4-(4-nitrotriazol-1-yl)piperidine-1-carboxylate